S1C(=NC2=C1C=CC=C2)[C@H]2N(CCC1=C2N=CN1)C(=O)C1=C(N=C(O1)NC1CC1)C#N (S)-5-(4-(benzo[d]thiazol-2-yl)-4,5,6,7-tetrahydro-1H-imidazo[4,5-c]pyridine-5-carbonyl)-2-(cyclopropylamino)oxazole-4-carbonitrile